FC=1C=C(C=C(C1)F)C1CC=NN1C(=O)C12CC(C1)(C2)CN2N=NC1=C2C=C(C=C1)F (5-(3,5-difluorophenyl)-4,5-dihydro-1H-pyrazol-1-yl)(3-((6-fluoro-1H-benzo[d]-[1,2,3]triazol-1-yl)methyl)-bicyclo[1.1.1]pentan-1-yl)methanone